Benzyl 4-bromo-2,6-dimethyl-7-oxo-1-((2-(trimethylsilyl)ethoxy)methyl)-6,7-dihydro-1H-pyrrolo[2,3-c]pyridine-3-carboxylate BrC=1C2=C(C(N(C1)C)=O)N(C(=C2C(=O)OCC2=CC=CC=C2)C)COCC[Si](C)(C)C